2-Cyclopentylaminoethan C1(CCCC1)NCC